6-bromo-5-methylquinazolin BrC=1C(=C2C=NC=NC2=CC1)C